FC=1C=C(OCCN2CCC3(CC2)C(NC2=CC=C(C=C23)C#N)=O)C=C(C1C(C)S(=O)(=O)C)F 1'-(2-[3,5-difluoro-4-(1-methanesulfonylethyl)phenoxy]ethyl)-2-oxo-1,2-dihydrospiro[indole-3,4'-piperidine]-5-carbonitrile